(R)-6-chloro-3-((1-(2-(4-(1-isopropyl-1H-pyrazol-3-yl)piperidin-1-yl)-3,6-dimethyl-4-oxo-3,4-dihydroquinazolin-8-yl)ethyl)amino)-N-(methylsulfonyl)picolinamide ClC1=CC=C(C(=N1)C(=O)NS(=O)(=O)C)N[C@H](C)C=1C=C(C=C2C(N(C(=NC12)N1CCC(CC1)C1=NN(C=C1)C(C)C)C)=O)C